BrC=1C=C2C(N(C(=NC2=C(C1)F)[C@H](CCC)N1CCN(CCC1)C)CC)=O (S)-6-bromo-3-ethyl-8-fluoro-2-(1-(4-methyl-1,4-diazepan-1-yl)butyl)quinazolin-4(3H)-one